FC1=CC=C(CC2CCN(CC2)CCN(C(C)=O)C2=CC=C(C=C2)F)C=C1 N-(2-(4-(4-fluorobenzyl)piperidin-1-yl)ethyl)-N-(4-fluorophenyl)acetamide